3-methyl-1,4,2-dioxazole CC1=NOCO1